p-carboxyl-benzoic acid C(=O)(O)C1=CC=C(C(=O)O)C=C1